ClCC(=O)NC1=C2CN(C(C2=CC=C1)=O)C1C(NC(CC1)=O)=O 2-chloro-N-[2-(2,6-dioxopiperidin-3-yl)-1-oxo-2,3-dihydro-1H-isoindol-4-yl]acetamide